2-methyl-7-{4-(trifluoromethyl)phenoxy}chroman-4-one CC1OC2=CC(=CC=C2C(C1)=O)OC1=CC=C(C=C1)C(F)(F)F